dichloro-1-methyl-3-(1H-pyrazol-4-yl)-2-(3-(trifluoromethyl)-1H-1,2,4-triazol-5-yl)-1H-indole ClC=1C(=C2C(=C(N(C2=CC1)C)C1=NC(=NN1)C(F)(F)F)C=1C=NNC1)Cl